C(#C)C=1C=C(C=CC1)NC(=O)N1CCN(CC1)C N-(3-ethynylphenyl)-4-methylpiperazine-1-carboxamide